O=C1C2=C(C3=C1N=C(N=C3)C(F)(F)F)C=C(N=C2)C2=C(C#N)C=CC=C2 (9-oxo-2-(trifluoromethyl)-9H-pyrido[4',3':3,4]cyclopenta[1,2-d]pyrimidin-6-yl)benzonitrile